CS\C(\NC(CCC=C)=O)=N/C(OCC1=CC=CC=C1)=O benzyl (Z)-((methylthio)(pent-4-enamido)methylene)carbamate